FC1=CC=C2CN(C(C2=C1)=O)C1=C(C(=CC=C1)B1OC(C(O1)(C)C)(C)C)C 6-fluoro-2-(2-methyl-3-(4,4,5,5-tetramethyl-1,3,2-dioxaborolan-2-yl)phenyl)isoindolin-1-one